3-(naphthalene-1-yl)-2-oxopropionic acid C1(=CC=CC2=CC=CC=C12)CC(C(=O)O)=O